C1(CCCCC1)C(C)NS(=O)(=O)C1=CC=C(C2=CC=CC=C12)C=1NC2=CC=CC=C2C1 N-(1-cyclohexylethyl)-4-(1H-indol-2-yl)naphthalene-1-sulfonamide